NC=1C2=C(N=C(N1)OCCCC)C(=NN2)CC2=C(C=C(CN1CCC(CC1)NC(CCN1C(C=CC1=O)=O)=O)C=C2)OC N-(1-(4-((7-amino-5-butoxy-1H-pyrazolo[4,3-d]pyrimidin-3-yl)methyl)-3-methoxybenzyl)piperidin-4-yl)-3-(2,5-dioxo-2,5-dihydro-1H-pyrrol-1-yl)propanamide